1,2-propylene sebacate C1(CCCCCCCCC(=O)OC(CO1)C)=O